2-(2,2,2-trifluoroethyl)-1,2,3,4-tetrahydroisoquinoline FC(CN1CC2=CC=CC=C2CC1)(F)F